(S)-7'-(3,5-difluorophenyl)-1-(5-(methylthio)pyrimidin-2-yl)dihydro-1'H,3'H,5'H-spiro[piperidine-4,2'-pyrazolo[1,2-a]pyrazol]-1'-one FC=1C=C(C=C(C1)F)[C@@H]1CCN2N1C(C1(C2)CCN(CC1)C1=NC=C(C=N1)SC)=O